CC1=C2C(=[N+](C(=C1)NC1=NC=NC(=C1)NCC1COCC1)[O-])C1(NC2=O)CCCCC1 4'-methyl-5'-oxo-2'-((6-(((tetrahydrofuran-3-yl)methyl)amino)pyrimidin-4-yl)amino)-5',6'-dihydrospiro[cyclohexane-1,7'-pyrrolo[3,4-b]pyridine] 1'-oxide